Ethyl 1-(5-hydroxypyridin-3-yl)-1H-pyrazole-4-carboxylate OC=1C=C(C=NC1)N1N=CC(=C1)C(=O)OCC